1-(6-methyl-3-oxo-4H-1,4-benzoxazin-7-yl)-3-[(1S)-1-(2-pyrimidin-2-yl-1,2,4-triazol-3-yl)ethyl]urea CC=1C(=CC2=C(NC(CO2)=O)C1)NC(=O)N[C@@H](C)C=1N(N=CN1)C1=NC=CC=N1